OC(CON=C(N)C1(CCN(CC1)C(=O)OC(C)(C)C)C)CN1CCCCC1 tert-butyl 4-(N'-(2-hydroxy-3-(piperidin-1-yl)propoxy)carbamimidoyl)-4-methylpiperidine-1-carboxylate